Cl.C(C)OC(CN1CC2CCC(C1)C2C(=O)OCC)=O Ethyl 3-(2-ethoxy-2-oxoethyl)-3-azabicyclo[3.2.1]octane-8-carboxylate hydrochloride